COC=1C=C(C[C@@H]2[C@@H]([C@H](OC2)C2=CC(=C(C=C2)OC)OC)CO)C=CC1OC ((2S,3R,4R)-4-(3,4-Dimethoxybenzyl)-2-(3,4-dimethoxyphenyl)tetrahydrofuran-3-yl)methanol